C1(CC1)C(CO)(F)F 2-cyclopropyl-2,2-difluoro-ethanol